6-(4-methoxybenzyl)-8-(morpholin-4-yl)-2-(propan-2-yl)-2,6-dihydroimidazo[1,2-c]pyrido[2,3-e]pyrimidin-5(3H)-one COC1=CC=C(CN2C(N3C(C4=C2C=C(C=N4)N4CCOCC4)=NC(C3)C(C)C)=O)C=C1